C(#N)C1=[N+](C=CC=C1)CC1=CC=C(C=C1)OC 2-cyano-1-(4-methoxybenzyl)pyridinium